ClC1=C(C=CC=C1C1=NC(=C(C=C1)CN1CC(C1)O)OC)C1=C(C(=CC=C1)NC(=O)C=1C(N(C(N(C1)C)=O)C)=O)C N-(2'-chloro-3'-(5-((3-hydroxyazetidin-1-yl)methyl)-6-methoxypyridin-2-yl)-2-methyl-[1,1'-biphenyl]-3-yl)-1,3-dimethyl-2,4-dioxo-1,2,3,4-tetrahydropyrimidine-5-carboxamide